butyl methacrylate (n-butyl methacrylate) C(CCC)C=C(C(=O)O)C.C(C(=C)C)(=O)OCCCC